C(C1=CC=CC=C1)OC=1C=C(C=CC1OC)C=1C=C(C=C2C3=C(NC12)C(=NC=C3)C)Cl 8-(3-Benzyloxy-4-methoxy-phenyl)-6-chloro-1-methyl-9H-pyrido[3,4-b]indole